Racemic-di-toluoyltartaric acid C=1(C(=CC=CC1)C(=O)C(C(C(=O)O)(O)C(=O)C=1C(=CC=CC1)C)(O)C(=O)O)C